C(CC)(=O)OC(C)=O acetic acid-propionic anhydride